C(CCC)NC(OC(C)C)=O isopropanyl butylcarbamate